FC([C@H](O)C=1NC=C(N1)[C@H](C)C1=CC=NC=C1)(F)F (R)-2,2,2-trifluoro-1-(4-((R)-1-(pyridin-4-yl)ethyl)-1H-imidazol-2-yl)ethan-1-ol